1-methyl-3-bromoindazole CN1N=C(C2=CC=CC=C12)Br